N[C@H]1CCCC[C@@H]2N(C1=O)[C@@H](CC2)C(=O)N(C2=CC=CC=C2)C (3S,6S,10aS)-6-amino-N-methyl-5-oxo-N-phenyldecahydropyrrolo[1,2-a]azocine-3-carboxamide